[Si](C)(C)(C(C)(C)C)OC1(CC1)C1=NC=CC(=C1Cl)C(=C)OCC (1-((tert-butyldimethylsilyl)oxy)cyclopropyl)-3-chloro-4-(1-ethoxyvinyl)pyridine